2-((2-(didodecylamino)ethyl)(dodecyl)amino)-1-(4-(2-(didodecylamino)ethyl)piperazin-1-yl)ethan-1-one C(CCCCCCCCCCC)N(CCN(CC(=O)N1CCN(CC1)CCN(CCCCCCCCCCCC)CCCCCCCCCCCC)CCCCCCCCCCCC)CCCCCCCCCCCC